C(C)(C)(C)OC(=O)N1C(CN(CC1)C(=O)C1=NC2=CC=C(C=C2C(=N1)NC1=NNC(=C1)C1CC1)C#N)C 4-(6-cyano-4-((5-cyclopropyl-1H-pyrazol-3-yl)amino)quinazoline-2-carbonyl)-2-methylpiperazine-1-carboxylic acid tert-butyl ester